4-(6-cyclopropylpyridin-3-yl)-2-ethoxy-6-(1-methyl-6-oxo-1,6-dihydropyridin-3-yl)thiazolo[4,5-b]pyridin-5(4H)-one C1(CC1)C1=CC=C(C=N1)N1C2=C(C=C(C1=O)C1=CN(C(C=C1)=O)C)SC(=N2)OCC